(S)-(6-(5-chloro-1H-pyrazol-4-yl)-1-(2-(diethylamino)ethyl)-1H-indol-3-yl)(6-methoxychroman-3-yl)methanone dihydrobromide Br.Br.ClC1=C(C=NN1)C1=CC=C2C(=CN(C2=C1)CCN(CC)CC)C(=O)[C@@H]1COC2=CC=C(C=C2C1)OC